ethyl 2-[(3R,5S)-4-[3-(3-bromo-2-methyl-phenoxy)propyl]-3,5-dimethyl-piperazin-1-yl]acetate BrC=1C(=C(OCCCN2[C@@H](CN(C[C@@H]2C)CC(=O)OCC)C)C=CC1)C